L-1-butyl-3-methylimidazolium hydrogen sulfate S(=O)(=O)(O)[O-].C(CCC)N1C=[N+](C=C1)C